CN(C/C=C/C(=O)N(C)[C@@H]1C[C@@H](CCC1)OC=1C=2N(C=C(N1)C=1C=NN(C1)C)N=CC2F)C (E)-4-(Dimethylamino)-N-((1S,3R)-3-((3-fluoro-6-(1-methyl-1H-pyrazol-4-yl)pyrazolo[1,5-a]pyrazin-4-yl)oxy)cyclohexyl)-N-methylbut-2-enamide